NCCOCCOCCOCCOCCC(=O)N(CCOCCOCCOCCN=[N+]=[N-])CCOCCOCCOCCN=[N+]=[N-] 1-amino-N,N-bis(2-(2-(2-(2-azidoethoxy)ethoxy)ethoxy)ethyl)-3,6,9,12-tetraoxapentadecan-15-amide